COC1=CC=C(CN(C2=NC(=C(C=3N2N=C(N3)OCC3=NC(=CC=C3C)C)Br)C=3C=C(C#N)C=CC3)CC3=CC=C(C=C3)OC)C=C1 3-(5-(bis(4-methoxybenzyl)amino)-8-bromo-2-((3,6-dimethylpyridin-2-yl)methoxy)-[1,2,4]triazolo[1,5-c]pyrimidin-7-yl)benzonitrile